(R)-6-(2-(3-chlorophenyl)-2-hydroxyacetyl)-2-(1-(5-(isothiazol-4-yl)pyridin-3-yl)cyclopropyl)-3,5,6,7,8,9-hexahydro-4H-pyrimido[5,4-c]azepin-4-one ClC=1C=C(C=CC1)[C@H](C(=O)N1CC2=C(CCC1)N=C(NC2=O)C2(CC2)C=2C=NC=C(C2)C=2C=NSC2)O